ClC=1C(=C(C=C(C1F)F)C1=C(SC2=C1C=CC(=C2)F)C(=O)O)F 3-(3-chloro-2,4,5-trifluorophenyl)-6-fluoro-1-benzothiophene-2-carboxylic acid